NCCC1=C(CCNC(=O)[C@]2([C@@H](CC[C@H](C2)C)C(C)C)O)C=CC=C1 (1s,2s,5r)-N-(2-(2-aminoethyl)phenethyl)-1-hydroxy-2-isopropyl-5-methylcyclohexane-1-carboxamide